(S)-2-Chloro-4-(1-((5-methoxy-7-methyl-1H-indol-4-yl)methyl)-4-(3,3,3-trifluoropropyl)piperazin-2-yl)benzoic acid ClC1=C(C(=O)O)C=CC(=C1)[C@@H]1N(CCN(C1)CCC(F)(F)F)CC1=C2C=CNC2=C(C=C1OC)C